5-(2,5-Dioxooxolan-3-yl)-8-[6-hydroxy-6-[4-[[4-[(E)-3-oxo-3-phenylprop-1-enyl]phenoxy]methoxy]phenyl]hexoxy]-3a,4,5,9b-tetrahydrobenzo[e][2]benzofuran-1,3-dione O=C1OC(CC1C1CC2C(C(OC2=O)=O)C2=C1C=CC(=C2)OCCCCCC(C2=CC=C(C=C2)OCOC2=CC=C(C=C2)\C=C\C(C2=CC=CC=C2)=O)O)=O